C(#N)C1=NC(=NC(=C1)C=1C=NC2=CC=CC=C2C1)N1CCN(CC1)C(=O)[O-] 4-(4-Cyano-6-(quinolin-3-yl)pyrimidin-2-yl)piperazine-1-carboxylate